ClC1=C(C(=O)NCC(=O)N[C@@H](CC(C)C)B2OC[C@H](N[C@@H](C(O2)=O)C)C)C=C(C=C1)Cl 2,5-dichloro-N-(2-(((R)-1-((5R,7R)-5,7-dimethyl-4-oxo-1,3,6,2-dioxazaborocan-2-yl)-3-methylbutyl)amino)-2-oxoethyl)benzamide